CC1=C(C=C2C=NN(C2=C1)C=1C=C(C(=O)NC2COCC2)C=CC1)C=1CCN(CC1)S(=O)(=O)C=1C=NN(C1)CCC 3-(6-methyl-5-(1-((1-propyl-1H-pyrazol-4-yl)sulfonyl)-1,2,3,6-tetrahydropyridin-4-yl)-1H-indazol-1-yl)-N-(tetrahydrofuran-3-yl)benzamide